quinolin-4(1H)-one N1C=CC(C2=CC=CC=C12)=O